1-phenylpent-4-en-1-ol C1(=CC=CC=C1)C(CCC=C)O